(R)-7-(5-chloro-2-((1-methyl-1h-pyrazole-5-yl)amino)pyridine-4-yl)-2-(4,5-difluoro-2-(hydroxymethyl)benzyl)-3-(methoxymethyl)-3,4-dihydropyrrolo[1,2-a]pyrazine-1(2H)-one ClC=1C(=CC(=NC1)NC1=CC=NN1C)C=1C=C2N(C[C@@H](N(C2=O)CC2=C(C=C(C(=C2)F)F)CO)COC)C1